(6-((4-(((4-nitronaphthalen-1-yl)oxy)methyl)pyridin-2-yl)amino)pyrazin-2-yl)acetic acid [N+](=O)([O-])C1=CC=C(C2=CC=CC=C12)OCC1=CC(=NC=C1)NC1=CN=CC(=N1)CC(=O)O